CC(C=O)CC1=CC=C(C=C1)C(C)(C)C 2-methyl-3-(4-tert.-butyl-phenyl)propanal